(S)-4-(1-aminoethyl)phenol N[C@@H](C)C1=CC=C(C=C1)O